4-benzyloxy-1,2-Butanediol C(C1=CC=CC=C1)OCCC(CO)O